C(C)(C)(C)OC(=O)N1CCC(CC1)C1CCN(CC1)C1=C(C=C(C=C1)NC1C(NC(CC1)=O)=O)Cl 4-[1-[2-chloro-4-[(2,6-dioxo-3-piperidinyl)amino]phenyl]-4-piperidinyl]piperidine-1-carboxylic acid tert-butyl ester